(2,2,4-trimethyl)cyclohexane silicon [Si].CC1(CCCC(C1)C)C